[K].C1=CC=CC=C1 benzene potassium salt